2-(3,3-Difluorocyclopentyl)-N-(3-isopropylisoxazol-5-yl)-2-(4-(2-methyl-2H-tetrazol-5-yl)phenyl)acetamide FC1(CC(CC1)C(C(=O)NC1=CC(=NO1)C(C)C)C1=CC=C(C=C1)C=1N=NN(N1)C)F